C(C)(C)(C)OC(=O)N[C@H](C(=O)OCC#N)CC1=CC=C(C=C1)C#N cyanomethyl (S)-2-((tert-butoxycarbonyl)amino)-3-(4-cyanophenyl)propanoate